COC(=O)C=1N=CSC1 4-thiazolecarboxylic acid methyl ester